C(C1=CC=CC=C1)O[C@H]1[C@H]([C@@H](O[C@]1(C#N)COCC1=CC=CC=C1)N1C(N=C(C(=C1)F)NC(C1=CC=CC=C1)=O)=O)OC(=S)OC1=CC=CC=C1 N-[1-[(2R,3R,4S,5R)-4-benzyloxy-5-(benzyloxymethyl)-5-cyano-3-phenoxycarbothioyloxy-tetrahydrofuran-2-yl]-5-fluoro-2-oxo-pyrimidin-4-yl]benzamide